COC1=NC(=C2NC=NC2=N1)N 2-Methoxyadenine